(E)-3-(2,2-dimethyl-2H-benzopyran-6-yl)acrylic acid CC1(OC2=C(C=C1)C=C(C=C2)/C=C/C(=O)O)C